C1(=CC=CC=C1)N(C=1C=CC=2N(C3=CC=C(C=C3C2C1)N(C1=CC=CC=C1)C1=CC=CC=C1)C1=CC=C(C=C1)C=1C(=NC(=C(C1C1=C(C=CC=C1C)C)N1C2=CC=CC=C2C=2C=CC=CC12)N1C2=CC=CC=C2C=2C=CC=CC12)N1C2=CC=CC=C2C=2C=CC=CC12)C1=CC=CC=C1 N3,N3,N6,N6-tetraphenyl-9-(4-(2,5,6-tri(9H-carbazol-9-yl)-4-(2,6-dimethylphenyl)pyridin-3-yl)phenyl)-9H-carbazole-3,6-diamine